N[C@H]1C2N(CC1CC2)C(=O)C2=CC1=C(N(C(=N1)C=1N(C3=CC(=CC=C3C1)C=1C=C3C(=C(C=NC3=CC1)C#N)O)CC1CC1)C)C(=C2)OC 6-(2-{5-[(7R)-7-amino-2-azabicyclo[2.2.1]heptane-2-carbonyl]-7-methoxy-1-methyl-1H-1,3-benzodiazol-2-yl}-1-(cyclopropylmethyl)-1H-indol-6-yl)-4-hydroxyquinoline-3-carbonitrile